2,2-bis(4-(methacryloyloxyethoxy)phenyl)propane C(C(=C)C)(=O)OCCOC1=CC=C(C=C1)C(C)(C)C1=CC=C(C=C1)OCCOC(C(=C)C)=O